N=1C=CN2C1N=CC(=C2)C=2C=CN1N=C(N=C(C12)OC)N[C@H]1CCC(N(C1)C)=O (S)-5-((5-(imidazo[1,2-a]pyrimidin-6-yl)-4-methoxypyrrolo[2,1-f][1,2,4]triazin-2-yl)amino)-1-methylpiperidin-2-one